C(C)(=O)OC1=C(C=C(C=C1Cl)C(=O)N1CS(C2=C1C=CC=C2)(=O)=O)Cl 2,6-dichloro-4-(1,1-dioxo-2,3-dihydrobenzo[d]thiazole-3-carbonyl)phenyl acetate